1-(3-methoxyphenoxy)-2-nitrobenzene COC=1C=C(OC2=C(C=CC=C2)[N+](=O)[O-])C=CC1